C(C)(C)N1N=C2C(=NN(C(C2=C1)=O)CC(=O)NC1CC(C1)(C)O)C(C)C (2,7-diisopropyl-4-oxo-2,4-dihydro-5H-pyrazolo[3,4-d]pyridazin-5-yl)-N-((cis)-3-hydroxy-3-methylcyclobutyl)acetamide